6-(4-amino-2-fluoro-6-methylphenyl)-5-{3-fluoro-4-[(4-methylpyrimidin-2-yl)oxy]phenyl}-7-methyl-5H-pyrrolo[3,2-d]pyrimidin-4-amine NC1=CC(=C(C(=C1)C)C1=C(C=2N=CN=C(C2N1C1=CC(=C(C=C1)OC1=NC=CC(=N1)C)F)N)C)F